5'-methoxy-6-methyl-[4,4'-bipyridine] COC=1C(=CC=NC1)C1=CC=NC(=C1)C